OCCOCCOCCOCCOCCOCCOCCN(C(OC(C)(C)C)=O)C tert-butyl N-[2-[2-[2-[2-[2-[2-(2-hydroxyethoxy)ethoxy]ethoxy]ethoxy]-ethoxy]ethoxy]ethyl]-N-methyl-carbamate